N'-[(6-fluoroimidazo[1,2-a]pyridin-2-yl)methyl]-N-methyl-propanehydrazide FC=1C=CC=2N(C1)C=C(N2)CNN(C(CC)=O)C